C(C1=CC=CC=C1)C1CN=C(N1)SCCCN1CCCC1 5-benzyl-2-((3-(pyrrolidin-1-yl)propyl)thio)-4,5-dihydro-1H-imidazole